Cl.CC1=NN2C(N=C(C(=C2)NC(=O)N2CCC=3C2=NC=CC3N3CCNC2(CC2)C3)C)=N1 N-(2,5-dimethyl-[1,2,4]triazolo[1,5-a]pyrimidin-6-yl)-4-(4,7-diazaspiro[2.5]octan-7-yl)-2,3-dihydro-1H-pyrrolo[2,3-b]pyridine-1-carboxamide HCl salt